C(CC)OC(CCCCCCCCCCCC\C=C/CCO)OCCC (3Z)-17,17-dipropoxy-3-heptadecen-1-ol